C1OC2=C(O1)C=C(C=C2)C=O 3,4-methylene-dioxybenzaldehyde